C(C(C)C)C1(OCCC(C1)C)C 2-isobutyl-2,4-dimethyltetrahydro-2H-pyran